(R)-3-(6-(4-((4-(6-(5-methyl-1,3,4-thiadiazol-2-yl)pyridin-2-yl)piperazin-1-yl)methyl)benzyl)-2-oxobenzo[cd]indol-1(2H)-yl)piperidine-2,6-dione CC1=NN=C(S1)C1=CC=CC(=N1)N1CCN(CC1)CC1=CC=C(CC=2C=3C4=C(C(N(C4=CC2)[C@H]2C(NC(CC2)=O)=O)=O)C=CC3)C=C1